(R)-2-chloro-N-((R)-3,3-difluorocyclopentyl)-8-methyl-8-(trifluoromethyl)-7,8-dihydro-6H-pyrazolo[1,5-a]pyrrolo[2,3-e]pyrimidine-6-carboxamide ClC1=NN2C(N=CC3=C2[C@@](CN3C(=O)N[C@H]3CC(CC3)(F)F)(C(F)(F)F)C)=C1